C(#N)C=1C=C(C=CC1OC)NC(CSC=1NC=C(N1)C(=O)O)=O 2-((2-((3-cyano-4-methoxyphenyl)amino)-2-oxoethyl)thio)-1H-imidazole-4-carboxylic acid